1-{3-[2-(trifluoromethyl)[1,1'-biphenyl]-4-yl]prop-2-ynyl}piperidine-4-carboxamide ethyl-3-(3,4-difluorophenyl)-3-oxo-propanoate C(C)OC(CC(=O)C1=CC(=C(C=C1)F)F)=O.FC(C1=C(C=CC(=C1)C#CCN1CCC(CC1)C(=O)N)C1=CC=CC=C1)(F)F